S(=S)(=O)([O-])[O-].[Au+3].[Na+].S(=S)(=O)([O-])[O-] Sodium gold thiosulfate